C(C)OC(=O)C1(CC1)C1=CC=C(C=C1)N1C(CC(CC1)C1=C(C(=NO1)C)C(=O)OC)C methyl 5-[1-[4-(1-ethoxycarbonylcyclopropyl)phenyl]-2-methyl-4-piperidyl]-3-methyl-isoxazole-4-carboxylate